NC1=CC=C(C(=N1)Cl)C1=CN=C(N1)C1CN2C(CC3(CC3)[C@H]2C2=C1C=1C(=C(C=NC2)Cl)C(=CC(C1)=O)F)=O |o1:21| (S*)-12-(5-(6-amino-2-chloropyridin-3-yl)-1H-imidazol-2-yl)-7-chloro-8-fluoro-13,14-dihydro-2H-spiro[benzo[5,6]azocino[4,3-g]indolizine-3,1'-cyclopropane]-1,10(4H,12H)-dione